(S)-4-amino-N-(6-(difluoromethoxy)-5-fluoro-2,3-dihydrobenzofuran-3-yl)-N-methylimidazo[1,5-a]quinoxaline-8-carboxamide NC=1C=2N(C3=CC(=CC=C3N1)C(=O)N(C)[C@@H]1COC3=C1C=C(C(=C3)OC(F)F)F)C=NC2